FC1=CC(=C(C=C1CCN[C@H](C1=CC=CC=C1)[C@H]1CNC2=C(N1)N=CC(=C2)F)[C@@H](C(=O)O)C)C |o1:28| (S or R)-2-(4-fluoro-5-(2-(((R)-((R)-7-fluoro-1,2,3,4-tetrahydropyrido[2,3-b]pyrazin-3-yl)(phenyl)methyl)amino)ethyl)-2-methylphenyl)propanoic acid